N1=CC=C(C=C1)/C=C/C=O (E)-3-(pyridin-4-yl)acrolein